CN(C=1C=C2CN(C(C2=CC1)=O)C1C(NC(CC1)=O)=O)C1C(CCC1)N1CCCCC1 3-(5-(methyl(2-(piperidin-1-yl)cyclopentyl)amino)-1-oxoisoindolin-2-yl)piperidine-2,6-dione